tris[2-(2-methoxyethoxy)-ethyl]amine COCCOCCN(CCOCCOC)CCOCCOC